4-hydroxy-3-methoxy-4-phenyl-3,4-dihydro-quinoline OC1(C(C=NC2=CC=CC=C12)OC)C1=CC=CC=C1